[C@H]12OC[C@H](N(C1)C1=NC=3N(C=C1)N=CC3C(=O)NC=3C(=NN(C3)C3CCN(CC3)CCCCC3CCNCC3)C(F)F)C2 5-((1R,4R)-2-oxa-5-azabicyclo[2.2.1]heptane-5-yl)-N-(3-(difluoromethyl)-1-(1-(4-(piperidin-4-yl)butyl)piperidin-4-yl)-1H-pyrazol-4-yl)pyrazolo[1,5-a]pyrimidine-3-carboxamide